2-{6-[(3R)-3-[cyclobutyl(methyl)amino]pyrrolidin-1-yl]pyridazin-3-yl}-5-(1H-pyrazol-4-yl)phenol C1(CCC1)N([C@H]1CN(CC1)C1=CC=C(N=N1)C1=C(C=C(C=C1)C=1C=NNC1)O)C